Chlorodiiodomethane ClC(I)I